NC1=C(C=2C(=NC(=C(C2)C)OC2CCN(CC2)C)N1C1=C2C=NNC2=CC=C1C)C#N 2-Amino-5-methyl-1-(5-methyl-1H-indazol-4-yl)-6-((1-methylpiperidin-4-yl)oxy)-1H-pyrrolo[2,3-b]pyridine-3-carbonitrile